C(=O)CC(=O)O formylacetic acid